NC([C@H](C[C@H]1C(NCC1)=O)NC(=O)[C@H](CC(C)C)NC(=O)C1=NC2=C(N1)C(=CC=C2)Cl)=O N-[(1S)-1-[[(1S)-2-amino-2-oxo-1-[[(3S)-2-oxopyrrolidin-3-yl]methyl]ethyl]carbamoyl]-3-methyl-butyl]-7-chloro-1H-benzimidazole-2-carboxamide